ClC=1C=CC2=C([C@@H](C[C@@H](O2)C(=O)NC23CC(C2)(C3)C3=NC(=NO3)COC3=CC(=C(C=C3)Cl)F)O)C1 (2R,4R)-6-chloro-N-(3-{3-[(4-chloro-3-fluorophenoxy)methyl]-1,2,4-oxadiazol-5-yl}bicyclo[1.1.1]pent-1-yl)-4-hydroxy-3,4-dihydro-2H-1-benzopyran-2-carboxamide